ClC1=CC(=C(C=C1)C1(OC2=C(O1)C=CC=C2C2CCN(CC2)CC=2N(C(=CN2)/C=C/C(=O)O)CCOC2CC2)C)F (E)-3-(2-((4-(2-(4-chloro-2-fluorophenyl)-2-methylbenzo[d][1,3]dioxol-4-yl)piperidin-1-yl)methyl)-1-(2-cyclopropoxyethyl)-1H-imidazol-5-yl)acrylic acid